2-AMINOPROPAN-1,3-DIOL NC(CO)CO